CC1(CC=C(C1)C1=NN2C(N(C3=C(C2=O)CN(C3=O)C(C)C)CC(=O)NC3=NC=C(C=C3)F)=C1)C 2-(2-(4,4-Dimethylcyclopent-1-en-1-yl)-6-isopropyl-5,8-dioxo-5,6,7,8-tetrahydro-4H-pyrazolo[1,5-a]pyrrolo[3,4-d]pyrimidin-4-yl)-N-(5-fluoropyridin-2-yl)acetamide